methyl 3-(5-bromo-3-nitropyridin-2-yl)-1-(methyl-d3)-1H-pyrazole-5-carboxylate BrC=1C=C(C(=NC1)C1=NN(C(=C1)C(=O)OC)C([2H])([2H])[2H])[N+](=O)[O-]